({5-[(2,3-difluoro-6-methoxyphenyl) methoxy]-2-fluoro-4-methoxyphenyl} amino) thiophene-3,4-dicarboxylate S1C=C(C(=C1)C(=O)[O-])C(=O)ONC1=C(C=C(C(=C1)OCC1=C(C(=CC=C1OC)F)F)OC)F